Methyl 5-((S)-2-cyclohexyl-2-(1-methyl-1H-pyrazole-5-carboxamido)acetamido)-2-isopropyl-2,3-dihydro-1H-indene-2-carboxylate C1(CCCCC1)[C@@H](C(=O)NC=1C=C2CC(CC2=CC1)(C(=O)OC)C(C)C)NC(=O)C1=CC=NN1C